CC(C(=O)OCC(C)(C1=CC(=C(C=C1)Cl)F)NC(NC1=C(C(=CC=C1)CNC=1OC=CN1)N)=S)(C)C 2-{[(2-amino-3-{[(1,3-oxazol-2-yl)amino]methyl}phenyl)-carbamothioyl]amino}-2-(4-chloro-3-fluorophenyl)propyl 2,2-dimethylpropanoate